1-[(3R*)-3-methyl-3-{2-[4-(trifluoromethyl)phenyl]ethynyl}pyrrolidin-1-yl]prop-2-en-1-one C[C@]1(CN(CC1)C(C=C)=O)C#CC1=CC=C(C=C1)C(F)(F)F |o1:1|